1,4-bis(trifluoromethyl)cyclohexane FC(C1CCC(CC1)C(F)(F)F)(F)F